6-[(3S,4S)-4-amino-3-methyl-2-oxa-8-aza-spiro[4.5]decan-8-yl]-3-(4-chloro-2-methyl-2H-indazol-5-yl)-5-methyl-1H,4H,5H-pyrazolo[3,4-d]pyrimidin-4-one N[C@@H]1[C@@H](OCC12CCN(CC2)C=2N(C(C1=C(N2)NN=C1C1=C(C2=CN(N=C2C=C1)C)Cl)=O)C)C